FC=1C=C(COC2=C(CNCCNC(C)=O)C=C(C=C2)OCC=2C=CC=3NC4=CC(=CC=C4C3C2)C)C=C(C1)F N-{2-[2-(3,5-difluorobenzyloxy)-5-(7-methyl-9H-carbazol-3-ylmethoxy)benzylamino]ethyl}acetamide